C(C1=CC=CC=C1)O[C@@H]1[C@@H]([C@H]([C@@H]2OC(OC[C@H]2O1)C1=CC=CC=C1)O[C@@H](C(=O)O)C)NC(=O)OCC (2R)-2-(((4ar,6s,7r,8r,8as)-6-(benzyloxy)-7-((ethoxycarbonyl)amino)-2-phenylhexahydropyrano[3,2-d][1,3]dioxin-8-yl)oxy)propionic acid